BrC=1SC=2C(N(CCC2N1)C(=O)OC(C)(C)C)C tert-butyl 2-bromo-4-methyl-6,7-dihydrothiazolo[5,4-c]pyridine-5(4H)-carboxylate